NC=1C=C(C=NC1)C1CS(CC1)(=O)=O 3-(5-aminopyridin-3-yl)tetrahydrothiophene 1,1-dioxide